4-[7-(hydroxymethyl)-[1,2,4]triazolo[1,5-a]pyridin-5-yl]benzonitrile OCC1=CC=2N(C(=C1)C1=CC=C(C#N)C=C1)N=CN2